CC1=C(N=CN1)C.[Co].[Zn] zinc-cobalt dimethylimidazole